2-[(2-Formylphenyl)dithio]-benzoic acid C(=O)C1=C(C=CC=C1)SSC1=C(C(=O)O)C=CC=C1